C1=CC=CC=2OC3=C(C21)C=CC=C3 endo-dibenzofuran